ClC=1C(=NC=C(C1)Cl)O[C@H](CNC1=NC=NC(=C1Cl)C(F)F)C (S)-N-(2-((3,5-dichloropyridin-2-yl)oxy)propyl)-5-chloro-6-difluoromethylpyrimidin-4-amine